FC1=C(C=C(C(=C1)C)C1=CC(=NC(=C1)N1CCOCC1)OCCO)NC(=O)N1C/C(/CC1)=C/C(F)(F)F (E)-N-(2-fluoro-5-(2-(2-hydroxyethoxy)-6-morpholinopyridin-4-yl)-4-methylphenyl)-3-(2,2,2-trifluoroethylidene)pyrrolidine-1-carboxamide